2-(3,5-dichloro-4-((2-methylquinolin-6-yl)oxy)phenyl)-3,5-dioxo-2,3,4,5-tetrahydro-1,2,4-triazine-6-carbonitrile ClC=1C=C(C=C(C1OC=1C=C2C=CC(=NC2=CC1)C)Cl)N1N=C(C(NC1=O)=O)C#N